C1(CC1)C=1N=C2N(C=C(N=C2)C2=CC(=C(C=C2)F)C(C(F)(F)F)(F)F)C1C1=C(C=C(C=C1F)O)F 4-[2-cyclopropyl-6-(4-fluoro-3-pentafluoroethyl-phenyl)-imidazo[1,2-a]pyrazin-3-yl]-3,5-difluoro-phenol